(2S)-2-Amino-2-(4-methylcyclohexyl)-N-{2-oxo-1-[2-(trimethylsilyl)ethoxymethyl]-spiro[pyrrolo[3,2-c]pyridine-3,4'-tetrahydropyran]-6-yl}acetamide N[C@H](C(=O)NC1=CC2=C(C=N1)C1(CCOCC1)C(N2COCC[Si](C)(C)C)=O)C2CCC(CC2)C